C(C)(C)[Si](C(C)C)(C(C)C)C1=C(C(=NC=C1)C1=NC=CC=C1)[Si](C(C)C)(C(C)C)C(C)C bis(triisopropylsilyl)-2,2'-bipyridine